(4aR,8aS)-6-[3-[(2-Chloro-4-fluorophenoxy)methyl]-3-fluoroazetidine-1-carbonyl]-4,4a,5,7,8,8a-hexahydropyrido[4,3-b][1,4]oxazin-3-one ClC1=C(OCC2(CN(C2)C(=O)N2C[C@@H]3[C@@H](OCC(N3)=O)CC2)F)C=CC(=C1)F